Cl.C(CCCCCCCCCCC)NCCO 2-(dodecylamino)ethanol hydrochloride